C1(CC1)C1=CC=C(C=N1)C1=NN2C(OCCC2)=C1C(=O)OCC Ethyl 2-(6-cyclopropylpyridin-3-yl)-6,7-dihydro-5H-pyrazolo[5,1-b][1,3]oxazine-3-carboxylate